5-bromo-3-((tert-butyldiphenylsilyl)oxy)-1,2,3,6-tetrahydropyridine BrC1=CC(CNC1)O[Si](C1=CC=CC=C1)(C1=CC=CC=C1)C(C)(C)C